C(#N)C=1C(=C(C=CC1)C=1C=C2C(=C(C=NC2=CC1)C1=CC(=CC(=C1)OC1COC1)F)N1CCC(CC1)NC(O)=O)OCOC (1-{6-(3-cyano-2-methoxymethyloxy-phenyl)-3-[3-fluoro-5-(oxetan-3-yloxy)-phenyl]-quinolin-4-yl}-piperidin-4-yl)-carbamic acid